(S)-1-Amino-2-(1-(but-2-ynoyl)pyrrolidin-2-yl)-4-(4-((4-fluoropyridin-2-yl)carbamoyl)phenyl)-1H-imidazol-5-carboxamid NN1C(=NC(=C1C(=O)N)C1=CC=C(C=C1)C(NC1=NC=CC(=C1)F)=O)[C@H]1N(CCC1)C(C#CC)=O